CN(S(=O)(=O)C1=C(OCC2=CC=C(C(=O)N)C=C2)C(=C(C(=C1F)F)F)F)C 4-((2-(N,N-dimethylsulfamoyl)-3,4,5,6-tetrafluorophenoxy)methyl)benzamide